OC1=C(C(=O)C2=CC=CC=C2)C=CC(=C1)OCCCCCCCC 2-Hydroxy-4-(n-octyloxy)benzophenone